CC(CC(C(=O)OCC1=CC=CC=C1)NC(CNC(CNC(=O)OCC1=CC=CC=C1)=O)=O)C Benzyl 4-methyl-2-[[2-[[2-(phenylmethoxycarbonylamino)acetyl]amino]acetyl]amino]pentanoate